(2R,3R,4S,5S)-2-(4-Amino-7H-pyrrolo[2,3-d]pyrimidin-7-yl)-5-((((1-methyl-4-phenyl-1H-pyrazol-5-yl)methyl)thio)methyl)tetrahydrofuran-3,4-diol NC=1C2=C(N=CN1)N(C=C2)[C@@H]2O[C@@H]([C@H]([C@H]2O)O)CSCC2=C(C=NN2C)C2=CC=CC=C2